Cl.Cl.C12C(NC(C2C1)=O)=O 3-azabicyclo[3.1.0]hexane-2,4-dione dihydrochloride